NC1(C(C#N)C(=CC=C1)C1=NCN(C=C1)C=1N=NN(C1)CC1=NC(=CC=C1)C(C)C)F 2-Amino-6-{1-[((6-isopropyl-2-pyridyl)methyl)-1H-1,2,3-triazol-4-yl]-4-pyrimidinyl}-2-fluorobenzonitrile